(5-(2-(Dimethylamino)ethoxy)isoindolin-2-yl)(2-hydroxy-5-(4-methoxyisoindoline-2-carbonyl)phenyl)methanone CN(CCOC=1C=C2CN(CC2=CC1)C(=O)C1=C(C=CC(=C1)C(=O)N1CC2=CC=CC(=C2C1)OC)O)C